3β,7α-dihydroxy-cholestenoic acid O[C@@H]1CC2C[C@H]([C@H]3[C@@H]4CC[C@H]([C@@H](CCCC(C(=O)O)=C)C)[C@]4(CC[C@@H]3[C@]2(CC1)C)C)O